(R)-3-methyl-4-(7-phenyl-2-(1H-pyrazol-3-yl)-6,7,8,9-tetrahydro-2H-1,2,3,7-tetraazabenzo[cd]azulen-4-yl)morpholine C[C@H]1N(CCOC1)C=1C=C2C3=C(N(N=C3CCN(C2)C2=CC=CC=C2)C2=NNC=C2)N1